2-(4-aminophenyl)-1,1,1,3,3,3-hexafluoropropane-2-ol NC1=CC=C(C=C1)C(C(F)(F)F)(C(F)(F)F)O